BrCC1=CC=C2N=C(C(NC2=C1C)=O)OC 7-(bromomethyl)-3-methoxy-8-Methyl-1H-quinoxalin-2-one